4-(1H-indazol-3-yl)benzoic acid N1N=C(C2=CC=CC=C12)C1=CC=C(C(=O)O)C=C1